N(N)CS1C(OC1(C1=NC=CC=C1)C1=NC=CC=C1)=S 2-(di(pyridin-2-yl) methylene) hydrazinomethyldithiocarbonate